C1(CC1)N1CCC(CC1)NC1=C2C(=NC3=CC(=C(C=C13)OC)OC)CCCCCC2 1-cyclopropyl-N-{2,3-dimethoxy-6H,7H,8H,9H,10H,11H-cycloocta[b]quinolin-12-yl}piperidin-4-amine